1-(2-((methylsulfanyl)methyl)-4-nitrophenyl)cyclopropane-1-carbonitrile CSCC1=C(C=CC(=C1)[N+](=O)[O-])C1(CC1)C#N